ClC1=NC(=NC=C1C(F)(F)F)NC1=C(C=C(C=C1)N1C[C@@H](N([C@@H](C1)C)C(=O)OC(C)(C)C)C)CC tert-butyl (2S,6R)-4-(4-((4-chloro-5-(trifluoromethyl)pyrimidin-2-yl)amino)-3-ethylphenyl)-2,6-dimethylpiperazine-1-carboxylate